CC1=NNC2=CN=C(C=C21)C=2C=CC1=C(C=3CN(C(C3C=C1)=O)CC(C(=O)N)=C)C2 2-[(8-{3-methyl-1H-pyrazolo[3,4-c]pyridin-5-yl}-3-oxo-1H,2H,3H-benzo[e]isoindol-2-yl)methyl]prop-2-enamide